Cl.O1C2=C(NC(C1)=O)C=NC=C2 2H-pyrido[4,3-b][1,4]oxazin-3(4H)-one hydrochloride